CN(N=O)C1=CC=C(C=C1)C(F)(F)F N-methyl-4-trifluoromethylphenyl-nitrosamide